1-isopropyl-4-(4-(4,4,5,5-tetramethyl-1,3,2-dioxaborolan-2-yl)phenyl)piperazine C(C)(C)N1CCN(CC1)C1=CC=C(C=C1)B1OC(C(O1)(C)C)(C)C